5a-campestanol CC(C)[C@H](C)CC[C@@H](C)[C@H]1CC[C@H]2[C@@H]3CC[C@H]4C[C@@H](O)CC[C@]4(C)[C@H]3CC[C@]12C